N1-(cyclopropylmethyl)-N1-methyl-2-((methylsulfonyl)methyl)benzene-1,4-diamine C1(CC1)CN(C1=C(C=C(C=C1)N)CS(=O)(=O)C)C